(azetidin-3-yl)-5-(2,4-dichlorophenyl)pyridine N1CC(C1)C1=NC=C(C=C1)C1=C(C=C(C=C1)Cl)Cl